(S)-2-(4-(5-(8-chloronaphthalen-1-yl)-8-(3-(dimethylamino)-3-(methoxymethyl)azetidin-1-yl)-3,4-dihydro-2H-pyrano[2,3-f]quinazolin-10-yl)-1-(2-fluoroacryloyl)piperazin-2-yl)acetonitrile ClC=1C=CC=C2C=CC=C(C12)C1=C2C(=C3C(=NC(=NC3=C1)N1CC(C1)(COC)N(C)C)N1C[C@@H](N(CC1)C(C(=C)F)=O)CC#N)OCCC2